FC=1C=C(OCC(=O)O)C=CC1OC(F)(F)F 2-(3-fluoro-4-(trifluoromethoxy)phenoxy)acetic acid